FC=1C(=CC(=C(C1)N1C(NC(CC1)=O)=O)OC)N1CCC2(OCCO2)CC1 1-(5-fluoro-2-methoxy-4-(1,4-dioxa-8-azaspiro[4.5]decan-8-yl)phenyl)dihydropyrimidine-2,4(1H,3H)-dione